C(C=C)(=O)OCCCCCCCCC[Si](OCC)(OCC)C acryloxynonylmethyldiethoxysilane